CC(C=CC1=CC=C(C=C1)O)CCC=C(C)C 4-(3,7-dimethyloct-1,6-dienyl)phenol